N1(CCC1)C1=CC=C2C3(CC=4C(=NOC4C2=C1)NS(=O)(=O)C1=C(C=C(C=C1OC)CC(=O)N1CCOCC1)OC)CC3 N-(8'-(azetidin-1-yl)-4'H-spiro[cyclopropane-1,5'-naphtho[2,1-d]isoxazol]-3'-yl)-2,6-dimethoxy-4-(2-morpholino-2-oxoethyl)benzenesulfonamide